2-((12-(dimethyl(perfluorophenyl)silyl)dodecyl)thio)ethyl hydrogen ((((R)-1-(6-amino-9H-purin-9-yl)propan-2-yl)oxy)methyl)phosphonate NC1=C2N=CN(C2=NC=N1)C[C@@H](C)OCP(OCCSCCCCCCCCCCCC[Si](C1=C(C(=C(C(=C1F)F)F)F)F)(C)C)(O)=O